2-fluoro-6-{[4-(trifluoromethoxy)benzyl]amino}-9-(oxetan-2-yl)-9H-purine FC1=NC(=C2N=CN(C2=N1)C1OCC1)NCC1=CC=C(C=C1)OC(F)(F)F